ClC=1C(=C(N)C(=CC1)F)F 3-chloro-2,6-difluoroaniline